NC=1C(=NC=C(C1)C(=O)O)C 3-amino-2-methylpyridine-5-carboxylic acid